(S)-N-(5-(2,4-difluorophenoxy)pyrazin-2-yl)-2-(4-((R)-3-(hydroxymethyl)-5,6,7,8-tetrahydro-[1,2,4]triazolo[4,3-a]pyridine-6-carbonyl)-3,3-dimethylpiperazin-1-yl)propanamide FC1=C(OC=2N=CC(=NC2)NC([C@H](C)N2CC(N(CC2)C(=O)[C@@H]2CCC=3N(C2)C(=NN3)CO)(C)C)=O)C=CC(=C1)F